3-METHYL-1,3-BUTADIEN CC(C=C)=C